C1(CCC1)N1C(=NC2=C1C(=C(C=C2)CC(=O)OCC)F)NC(CC(C)(C)C)=O ethyl 2-(1-cyclobutyl-2-(3,3-dimethylbutanamido)-7-fluoro-1H-benzo[d]imidazol-6-yl)acetate